BrC=1C(=C2C=NN(C2=C(C1)C(=O)N[C@@H](C)C1=CC(=CC=C1)C(CO)(F)F)COCC[Si](C)(C)C)OC 5-bromo-N-[(1S)-1-[3-(1,1-difluoro-2-hydroxyethyl)phenyl]ethyl]-4-methoxy-1-{[2-(trimethylsilyl)ethoxy]methyl}-1H-indazole-7-carboxamide